4-(phenylsulfonyl)benzamide C1(=CC=CC=C1)S(=O)(=O)C1=CC=C(C(=O)N)C=C1